C(C)(C)(C)OC(=O)N1CC(CC=C1C=1C=CC2=C(CC3(CCN(CC3)C)O2)C1)C 3-Methyl-6-(1'-methyl-3H-spiro[benzofuran-2,4'-piperidin]-5-yl)-3,4-dihydropyridine-1(2H)-carboxylic acid tert-butyl ester